(2R,6S)-2',6'-dimethyl-spiro[4,5-dihydrothieno[2,3-C]pyran-7,4'-piperidine] CC1NC(CC2(C1)OCCC1=C2SC=C1)C